C(CCCC=CCC=CCC=CCC=CCC=CCC)(=O)[O-] 5,8,11,14,17-eicosapentaenoate